CC=1N(C=C(N1)C=1CNCCC1)C=1C=C2CCNC(C2=CC1)=O 6-(2-methyl-4-(1,2,5,6-tetrahydropyridin-3-yl)-1H-imidazol-1-yl)-3,4-dihydroisoquinolin-1(2H)-one